4-(((3,5-Bis(trifluoromethyl)benzyl)amino)methyl)-N-(2-hydroxyethyl)-N-methylbenzenesulfonamide FC(C=1C=C(CNCC2=CC=C(C=C2)S(=O)(=O)N(C)CCO)C=C(C1)C(F)(F)F)(F)F